CC(N(N)C)(C)C(=O)[NH3+] dimethyl-aminoalanyl-ammonium